C(CCC)OON=C=O butyl-peroxyisocyanate